FC1=C(C2=C([C@@H]3[C@H](B(O2)O)C3)C=C1)C(=O)OC(C)OC(=O)OCC 1-Ethoxycarbonyloxyethyl (1aR,7bS)-5-fluoro-2-hydroxy-1a,7b-dihydro-1H-cyclopropa[c][1,2]benzoxaborinine-4-carboxylate